NITRIT N(=O)[O-]